ethyl (2S)-2-[[(2S)-3-[5-[bis(2-hydroxyethyl)amino]-1-methyl-benzimidazol-2-yl]-2-(tert-butoxycarbonylamino)propanoyl]amino]-4-methyl-pentanoate OCCN(C1=CC2=C(N(C(=N2)C[C@@H](C(=O)N[C@H](C(=O)OCC)CC(C)C)NC(=O)OC(C)(C)C)C)C=C1)CCO